FC1=CC2=C(N(C(N=C2N2[C@H](CN(CC2)C(C=C)=O)C)=O)C=2C(=NC=CC2C)C(C)C)N=C1C1=C(C=CC=C1O)F 6-Fluoro-7-(2-fluoro-6-hydroxyphenyl)-1-[4-methyl-2-(1-methylethyl)-3-pyridinyl]-4-[(2S)-2-methyl-4-(1-oxo-2-propen-1-yl)-1-piperazinyl]pyrido[2,3-d]pyrimidin-2(1H)-one